FC1=CC=C(C=C1)C1=NC(=NC=C1C=1C=C2C(=NC=NC2=CC1)C)NC(=O)N1C[C@H](OCC1)C (R)-N-(4-(4-fluorophenyl)-5-(4-methylquinazolin-6-yl)pyrimidin-2-yl)-2-methylmorpholine-4-carboxamide